2-BENZYLOXY-5-TRIFLUOROMETHYLPHENYLBORONIC ACID C(C1=CC=CC=C1)OC1=C(C=C(C=C1)C(F)(F)F)B(O)O